NC1=NC=C(C2=C1COC2)NC(C(=O)N2C(CCC(C2)C)C=2C=C1C3(C(N(C1=CC2)C)=O)CC3)=O N-(4-amino-1,3-dihydrofuro[3,4-c]pyridin-7-yl)-2-(5-methyl-2-(1'-methyl-2'-oxospiro[cyclopropane-1,3'-indolin]-5'-yl)piperidin-1-yl)-2-oxoacetamide